4-(3-(6-(ethylsulfonyl)-2-methoxypyridin-3-yl)-4-fluorophenyl)-7-isopropyl-7H-imidazo[4,5-c]pyridazine C(C)S(=O)(=O)C1=CC=C(C(=N1)OC)C=1C=C(C=CC1F)C=1C2=C(N=NC1)N(C=N2)C(C)C